2-(3-methylazetidin-1-yl)ethyl N-{[2-(2,6-dioxopiperidin-3-yl)-3-oxo-2,3-dihydro-1H-isoindol-5-yl]methyl}carbamate O=C1NC(CCC1N1CC2=CC=C(C=C2C1=O)CNC(OCCN1CC(C1)C)=O)=O